ethyl 2-((1R,3S)-1-(3-(2-methoxypyridin-3-yl)benzyl)-3-(methylsulfonamido)cyclopentyl)oxazole-4-carboxylate COC1=NC=CC=C1C=1C=C(C[C@]2(C[C@H](CC2)NS(=O)(=O)C)C=2OC=C(N2)C(=O)OCC)C=CC1